The molecule is a trisaccharide derivative in which alpha-D-galactosaminyl-(1->4)-alpha-D-galactosaminyl-(1->4)-alpha-D-galactosamine is linked glycosidically to biotin via a (21-oxo-3,6,9,12,15,18-hexaoxa-22-azapentacosan-1-yl)amino spacer. One of a set of synthesised biotinylated oligo-alpha-(1->4)-D-galactosamines comprising from two to six monosaccharide units, along with their N-acetylated derivatives (PMID:31913631), aimed at analysing the specificity of the antibody responses to a complex exopolysaccharide galactosaminogalactan found in Aspergillus fumigatus, the most important airborne human fungal pathogen in industrialized countries. It is a trisaccharide derivative and a member of biotins. C1[C@H]2[C@@H]([C@@H](S1)CCCCC(=O)NCCOCCOCCOCCOCCOCCOCCC(=O)NCCCO[C@@H]3[C@@H]([C@H]([C@H]([C@H](O3)CO)O[C@@H]4[C@@H]([C@H]([C@H]([C@H](O4)CO)O[C@@H]5[C@@H]([C@H]([C@H]([C@H](O5)CO)O)O)N)O)N)O)N)NC(=O)N2